C(C1=CC=CC=C1)N1S(C2=C(C3=C1C=C(C(=C3)F)OC)CC(C=C2)(OC)OC)(=O)=O 6-benzyl-9-fluoro-2,2,8-trimethoxy-6H-dibenzo[c,e][1,2]thiazine 5,5-dioxide